CS(=O)(=O)N1CCC2=NC=CC=C21 1-(methylsulfonyl)-2,3-dihydro-1H-pyrrolo[3,2-b]pyridine